3-(4-Chloro-3-Hydroxyphenyl)-2-(Pyridin-3-yl)Quinazolin-4(3H)-One Hydrochloride Cl.ClC1=C(C=C(C=C1)N1C(=NC2=CC=CC=C2C1=O)C=1C=NC=CC1)O